2-nonadecyl-5-octadecyl-pyridinium tetrakis(pentafluorophenyl)borate FC1=C(C(=C(C(=C1[B-](C1=C(C(=C(C(=C1F)F)F)F)F)(C1=C(C(=C(C(=C1F)F)F)F)F)C1=C(C(=C(C(=C1F)F)F)F)F)F)F)F)F.C(CCCCCCCCCCCCCCCCCC)C1=[NH+]C=C(C=C1)CCCCCCCCCCCCCCCCCC